tert-butyl (2S,4S)-4-(8-chloro-7-(5-chloro-4-methylpyridin-3-yl)-4-(3-(dimethylamino)azetidin-1-yl)-6-fluoro-1H-imidazo[4,5-c]quinolin-1-yl)-2-(cyanomethyl)piperidine-1-carboxylate ClC1=CC=2C3=C(C(=NC2C(=C1C=1C=NC=C(C1C)Cl)F)N1CC(C1)N(C)C)N=CN3[C@@H]3C[C@H](N(CC3)C(=O)OC(C)(C)C)CC#N